P(=O)(O)(O)OC1=CC=C(C=C1)[N+](=O)[O-] para-nitrophenol phosphate